(3,4-dimethyl)benzyl-biguanidine hydrochloride Cl.CC=1C=C(CNC(=N)NNC(=N)N)C=CC1C